Tert-Butyl 3-iodo-2-methylazetidine-1-carboxylate IC1C(N(C1)C(=O)OC(C)(C)C)C